1-[5-cyano-6-(2,2-difluoro-1,3-benzodioxol-5-yl)-2-(methoxymethyl)pyridine-3-carbonyl]-N-ethyl-piperidine-4-sulfonamide C(#N)C=1C=C(C(=NC1C1=CC2=C(OC(O2)(F)F)C=C1)COC)C(=O)N1CCC(CC1)S(=O)(=O)NCC